5-Fluoro-6-(4-(2-(3-hydroxypyrrolidin-1-yl)propan-2-yl)-1H-imidazol-1-yl)pyridin FC=1C=CC=NC1N1C=NC(=C1)C(C)(C)N1CC(CC1)O